C1(=CC=CC=C1)[C@H](C)NC1=CC=C(C=N1)C(=O)O 6-{[(1S)-1-Phenylethyl]amino}pyridine-3-carboxylic acid